isobutyl-1,1,3,3,3-penta-hydroxy-1,3-disilapropane Chloride [Cl-].C(C(C)C)[Si](C[Si](O)(O)O)(O)O